BrC1=C(OC2CCN(CC2)C(CNC(=O)C2=NOC(=C2)C2=CC=CC=C2)=O)C=CC=C1 5-Phenyl-isoxazole-3-carboxylic acid {2-[4-(2-bromo-phenoxy)-piperidin-1-yl]-2-oxo-ethyl}-amide